ClC=1C(=NC(=NC1)N[C@H](CO)C)C1=CC=C2CN(C(C2=C1)=O)CC(=O)N[C@H](CO)C1=CC(=CC=C1)OC 2-[6-(5-chloro-2-{[(2S)-1-hydroxypropan-2-yl]amino}pyrimidin-4-yl)-1-oxo-2,3-dihydro-1H-isoindol-2-yl]-N-[(1S)-2-hydroxy-1-(3-methoxyphenyl)ethyl]-acetamide